FC(C(=O)O)(F)F.CC1CN(C=2C=CC3=C(C12)C=CC=C3S(=O)C)C(N)=N 1-methyl-6-(methylsulfinyl)-1,2-dihydro-3H-benzo[e]Indole-3-carboximidamide 2,2,2-Trifluoroacetic acid salt